5,7,3',5'-tetrahydroxydihydroflavonol Propyl-(S)-1-methyl-3-(3-((7-(5-methyl-1,2,4-oxadiazol-3-yl)isoquinolin-1-yl)amino)pyrrolidine-1-carbonyl)-1H-pyrazole-5-carboxylate C(CC)C=1C(=NN(C1C(=O)OC1C(OC2=CC(=CC(=C2C1=O)O)O)C1=CC(=CC(=C1)O)O)C)C(=O)N1C[C@H](CC1)NC1=NC=CC2=CC=C(C=C12)C1=NOC(=N1)C